CC1=C(C=CC=C1C)N1CCN(CC1)C(CN1N=C(C2=C1CCC2)C(=O)N2CC(OCC2)CO)=O 1-[4-(2,3-dimethylphenyl)piperazin-1-yl]-2-{3-[2-(hydroxymethyl)morpholine-4-carbonyl]-5,6-dihydrocyclopenta[c]pyrazol-1(4H)-yl}ethan-1-one